((6-hydroxy-3'-methyl-4-pentyl-[1,1'-biphenyl]-2-yl)oxy)methyl diphenyl phosphate P(=O)(OCOC1=C(C(=CC(=C1)CCCCC)O)C1=CC(=CC=C1)C)(OC1=CC=CC=C1)OC1=CC=CC=C1